FC(CC(O)C1=CC=C(C=C1)F)F 3,3-difluoro-1-(4-fluorophenyl)propan-1-ol